(6-chloroimidazo[1,2-a]pyridin-2-yl)methylamine ClC=1C=CC=2N(C1)C=C(N2)CN